C1(=CC=CC=C1)S(=O)(=O)N1C=C(C2=CC=CC=C12)B(O)O (N-benzenesulfonyl)-3-indoleboronic acid